C1(CC1)C1=NN(N=C1)CCCO 3-(4-cyclopropyl-2H-1,2,3-triazol-2-yl)propan-1-ol